IC=1C=CC(=NC1)NC(=N)N 1-(5-iodopyridin-2-yl)guanidine